NC[C@H]1C(N[C@H](C(NCC(O[C@@H]([C@H](C(N([C@H](C(N[C@H](C(N1)=O)CC(C)C)=O)CC(C)C)C)=O)C)CCCCCC)=O)=O)[C@H](C)O)=O (6S,9S,12S,15S,18R,19R)-9-(aminomethyl)-19-hexyl-12,15-diisobutyl-16,18-dimethyl-6-[(1S)-1-hydroxyethyl]-1-oxa-4,7,10,13,16-pentazacyclononadecane-2,5,8,11,14,17-hexone